ClC=1C=C(C=CC1F)NC1=NC=NC2=CC(=C(C=C12)NC(C=C)=O)OCCCN1CCN(CC1)C(CCCCCCSC1=C2C(N(C(C2=CC=C1)=O)C1C(NC(CC1)=O)=O)=O)=O N-(4-((3-chloro-4-fluorophenyl)amino)-7-(3-(4-(7-((2-(2,6-dioxopiperidin-3-yl)-1,3-dioxoisoindolin-4-yl)thio)heptanoyl)piperazin-1-yl)propoxy)quinazolin-6-yl)acrylamide